CC1(C2=CC=CC=C2N(C=2C=CC=CC12)C1=CC2=C(SC3=C2C=C(C=C3)N3C=2C=CC=CC2C(C2=CC=CC=C32)(C)C)C=C1)C 2,8-bis(9,9-dimethylacridine-10(9H)-yl)dibenzo[b,d]thiophene